(3S,4S)-Methyl 3-((tert-butoxycarbonyl)amino)-4-fluorocyclopent-1-enecarboxylate C(C)(C)(C)OC(=O)N[C@H]1C=C(C[C@@H]1F)C(=O)OC